3-(4-Fluorophenyl)-3-(4-piperidinophenyl)-10-[4-(4-(4-(trans-4-pentylcyclohexyl)phenyl)benzamido)phenyl]-12-bromo-13,13-dimethyl-3,13-dihydroindeno[2',3':3,4]naphtho[1,2-b]pyran FC1=CC=C(C=C1)C1(C=CC2=C(O1)C=1C=CC=CC1C1=C2C(C2=C(C=C(C=C21)C2=CC=C(C=C2)NC(C2=CC=C(C=C2)C2=CC=C(C=C2)[C@@H]2CC[C@H](CC2)CCCCC)=O)Br)(C)C)C2=CC=C(C=C2)N2CCCCC2